1-[6-(furan-2-yl)-2-(methylsulfanyl)pyrimidin-4-yl]-5-(4,4,5,5-tetramethyl-1,3,2-dioxaborolan-2-yl)-1,2,3-benzotriazole O1C(=CC=C1)C1=CC(=NC(=N1)SC)N1N=NC2=C1C=CC(=C2)B2OC(C(O2)(C)C)(C)C